1-[4-[4-[4-(7-fluoro-1-methyl-benzotriazol-5-yl)oxy-3-methyl-anilino]pyrimido[5,4-d]pyrimidin-6-yl]oxy-1-piperidyl]prop-2-en-1-one FC1=CC(=CC2=C1N(N=N2)C)OC2=C(C=C(NC=1C3=C(N=CN1)C=NC(=N3)OC3CCN(CC3)C(C=C)=O)C=C2)C